ClC=1C=NC(=C(C(=O)NC2CCC(CC2)CN2C(N(C3=C2C(=CC=C3)F)C=3C=NC(=CC3)NC)=O)C1)C 5-chloro-N-((1r,4r)-4-((7-fluoro-3-(6-(methylamino)pyridin-3-yl)-2-oxo-2,3-dihydro-1H-benzo[d]imidazol-1-yl)methyl)cyclohexyl)-2-methylnicotinamide